propyl 5-(1-{3-[cyclohexyl(ethyl)amino]-3-oxopropyl}-1H-benzimidazol-2-yl)-2-methylpiperidine-1-carboxylate C1(CCCCC1)N(C(CCN1C(=NC2=C1C=CC=C2)C2CCC(N(C2)C(=O)OCCC)C)=O)CC